(6-chloro-3-(trifluoromethyl)-1-((2-(trimethylsilyl)ethoxy)methyl)-1H-pyrrolo[2,3-b]pyridin-4-yl)amino-N,N-dimethylethane-1-sulfonamide ClC1=CC(=C2C(=N1)N(C=C2C(F)(F)F)COCC[Si](C)(C)C)NC(C)S(=O)(=O)N(C)C